FC=1C=C(C=CC1C=1C=NC(=CC1)C=1N=NN(N1)CC)N1C(O[C@H](C1)C(CC)O)=O (R)-3-(3-fluoro-4-(6-(2-ethyl-2H-tetrazol-5-yl)pyridin-3-yl)phenyl)-5-(1-hydroxypropyl)oxazolidin-2-one